2-chloro-4-[[3-(3-hydroxy-3-methyl-butyl)-1-methyl-2-oxo-benzoimidazol-5-yl]amino]pyridine-3-carbonitrile ClC1=NC=CC(=C1C#N)NC1=CC2=C(N(C(N2CCC(C)(C)O)=O)C)C=C1